7-(2-methylpropyl)-5-(trifluoromethyl)pyrrolo[2,1-f][1,2,4]triazine-6-carbonitrile CC(CC1=C(C(=C2C=NC=NN21)C(F)(F)F)C#N)C